benzyl 6-hydroxy-1,4-oxaazepane-4-carboxylate OC1CN(CCOC1)C(=O)OCC1=CC=CC=C1